CC1(OB(OC1(C)C)CB1OC(C(O1)(C)C)(C)C)C bis(4,4,5,5-tetramethyl-1,3,2-dioxaborolan-2-yl)methane